C(C)(C)(C)OC(=O)NCC1=NN(C(=C1)C(=O)O)[C@@H]1C[C@H](C1)O (((tert-Butoxycarbonyl)amino)methyl)-1-(trans-3-hydroxycyclobutyl)-1H-pyrazole-5-carboxylic acid